C(C=C)[C@]1([C@@H](CCC1)O)C (1R,2S)-2-ALLYL-2-METHYLCYCLOPENTANOL